C(C=C)(=O)OCCC[Si](OC)(OC)OC Gamma-acryloxypropyl-trimethoxysilane